CON=C1C2=C(NC=N1)N(C=C2)[C@@H]2O[C@@H]([C@@]([C@H]2O)(C)O)[C@H](O)C2=CC(=C(C=C2)Cl)Cl 7-((2R,3R,4S,5R)-5-((R)-(3,4-dichlorophenyl)(hydroxy)methyl)-3,4-dihydroxy-4-methyltetrahydrofuran-2-yl)-1,7-dihydro-4H-pyrrolo[2,3-d]pyrimidin-4-one O-methyl oxime